(S)-1-((R)-2-acetamido-2-cyclohexylacetyl)-N-(4-carbamimidoyl-benzyl)azetidine-2-carboxamide C(C)(=O)N[C@@H](C(=O)N1[C@@H](CC1)C(=O)NCC1=CC=C(C=C1)C(N)=N)C1CCCCC1